NC=1C(NC2=CC(=C(N=C2C1C1=C2C=NNC2=C(C=C1)F)C1CN(C1)C)C)=O 3-Amino-4-(7-fluoro-1H-indazol-4-yl)-7-methyl-6-(1-methylazetidin-3-yl)-1H-1,5-naphthyridin-2-one